FC1=C(C=CC=C1)S(=O)(=O)NC1=CC=C(C=C1)C 2-fluoro-N-(p-tolyl)benzenesulfonamide